C(C)(=O)N1CCN(CC1)C(=O)N1CCC(CC1)NCC=1C=C2C=C(N(C2=CC1)CC(F)(F)F)C#CCNC=1C=CC(=NC1)C(C#N)(C)C 2-[5-({3-[5-({[1-(4-acetylpiperazine-1-carbonyl)piperidin-4-yl]amino}methyl)-1-(2,2,2-trifluoroethyl)-1H-indol-2-yl]prop-2-yn-1-yl}amino)pyridin-2-yl]-2-methylpropanenitrile